C(CCCCCCCCCCCCCCCCC)(=O)OCCCCCCCCCCCCCCCCCCCC(=O)O 20-(stearoyloxy)eicosanoic acid